S(OC1=CC=C(C=C1)OCC1=C(C=C(C=C1F)N1N=C(N=C1)COC)F)(=O)(=O)F 4-((2,6-difluoro-4-(3-(methoxymethyl)-1H-1,2,4-triazol-1-yl)benzyl)oxy)phenyl sulfurofluoridate